ClC=1C(=C(C=CC1)NS(=O)(=O)C1=CC=C(S1)S(=O)(=O)N(C)C)N1C(CC(CC1)(C)C)COC N5-[3-chloro-2-[2-(methoxymethyl)-4,4-dimethyl-1-piperidyl]phenyl]-N2,N2-dimethyl-thiophene-2,5-disulfonamide